C(#N)C1=CC=C(C=C1)C12CC3(CC(CC(C1)(C3)C)(C2)C)C2=CC=C(C=C2)C#N 1,3-bis(4-cyanophenyl)-5,7-dimethyladamantane